C(C)OC(=O)C=1C=NN(C1C1=NC=C(C=C1F)NCC)CC.C1(CCC(N1OC(=O)N1C(C=CC=C1)SSC(C1=CC=CC=C1)C)=O)=O N-succinimidyl-oxycarbonyl-α-methyl-α-(2-pyridyldithio)toluene Ethyl-1-ethyl-5-[5-(ethylamino)-3-fluoropyridin-2-yl]pyrazole-4-carboxylate